C[C@H]1[C@H](CN(CC1)C(CC(=O)N)=O)N(C=1C2=C(N=CN1)NC=C2)C (3R,4R)-4-Methyl-3-(methyl-7H-pyrrolo[2,3-d]pyrimidin-4-ylamino)-β-oxo-1-piperidinepropanamide